3-bromo-4-[(2,4-difluorobenzyl)oxy]-6-(hydroxymethyl)-1-(pyridin-3-ylmethyl)pyridin-2(1H)-one BrC=1C(N(C(=CC1OCC1=C(C=C(C=C1)F)F)CO)CC=1C=NC=CC1)=O